CN(CC(CO)C)C 3-(dimethylamino)-2-methyl-1-propanol